C1(=CC=CC=C1)NC(CC(C(C)C)=O)=O N-phenyl-isobutyrylacetamide